Dioxolo[4,5-f]Isoindole O1COC=2C1=CC1=CNC=C1C2